C1(CCC1)C1=CC(=C(C=C1)B1OC(C(O1)(C)C)(C)C)OC 2-(4-cyclobutyl-2-methoxyphenyl)-4,4,5,5-tetramethyl-1,3,2-dioxaborolane